C1(CC1)C=1C=C(C=CC1)C1CC2(CN(C2)C(=O)C2CC(C2)(C)O)C1 (6-(3-Cyclopropylphenyl)-2-azaspiro[3.3]heptan-2-yl)((1s,3s)-3-hydroxy-3-methylcyclobutyl)methanon